N-acetyl-3-astato-L-tyrosine C(C)(=O)N[C@@H](CC1=CC(=C(C=C1)O)[At])C(=O)O